phenyl (isobutyl salicylate) carbonate C(O)(O)=O.C(C(C)C)OC=1C(C(=O)OC2=CC=CC=C2)=CC=CC1